N1(CCC[C@H]2CCCC[C@H]12)C([C@@H](CCN)N(C1CC1)CC1=CC=C(C=C1)Cl)=O (2R)-1-[(4aR,8aS)-decahydroquinolin-1-yl]-4-amino-2-{[(4-chlorophenyl)methyl](cyclopropyl)amino}butan-1-one